BrC1=NC(=CC2=C1N=C(N(C2=O)C)C2CCC2)Cl 8-bromo-6-chloro-2-cyclobutyl-3-methyl-pyrido[3,4-d]pyrimidin-4-one